BrC=1C(=C(C(=C(C1)Cl)OC)CO)Cl (3-bromo-2,5-dichloro-6-methoxy-phenyl)methanol